Cl.N[C@H](C)C1=CC=C(OCC(=O)OCC)C=C1 (R)-ethyl 2-(4-(1-aminoethyl)phenoxy)acetate hydrochloride